(M)-7-(2-amino-6-fluorophenyl)-6-chloro-4-(cis-2,6-dimethyl-4-(2-propenoyl)-1-piperazinyl)-1-(4-methyl-2-(2-propanyl)-3-pyridinyl)pyrido[2,3-d]pyrimidin-2(1H)-one NC1=C(C(=CC=C1)F)C=1C(=CC2=C(N(C(N=C2N2[C@H](CN(C[C@H]2C)C(C=C)=O)C)=O)C=2C(=NC=CC2C)C(C)C)N1)Cl